methyl 6-butyl-1-methyl-4-oxo-4,5-dihydro-1H-pyrazolo[3,4-d]pyrimidine-3-carboxylate C(CCC)C=1NC(C2=C(N1)N(N=C2C(=O)OC)C)=O